2-(3-chloro-4-hydroxyphenyl)-7-azaindole ClC=1C=C(C=CC1O)C=1NC2=NC=CC=C2C1